FC1=C(C(=C(C(=C1[B-](C1=C(C(=C(C(=C1F)F)F)F)F)(C1=C(C(=C(C(=C1F)F)F)F)F)C1=C(C(=C(C(=C1F)F)F)F)F)F)F)F)F.C[C-]1C=CC=C1.[C-]1(C=CC=C1)C.[Fe+2] dimethylferrocene tetrakis(pentafluorophenyl)borate